N-[(2S,3R,4S)-4-fluoro-2-[(2-fluoro-3'-methyl[1,1'-biphenyl]-3-yl)methyl]-1-(oxetane-2-carbonyl)pyrrolidin-3-yl]-cyclopropanesulfonamide F[C@@H]1[C@@H]([C@@H](N(C1)C(=O)C1OCC1)CC=1C(=C(C=CC1)C1=CC(=CC=C1)C)F)NS(=O)(=O)C1CC1